N-((4-((1H-1,2,4-triazol-1-yl)methyl)phenyl)sulfonyl)-5-chloro-4-(cyclopentylmethoxy)-2-fluorobenzamide N1(N=CN=C1)CC1=CC=C(C=C1)S(=O)(=O)NC(C1=C(C=C(C(=C1)Cl)OCC1CCCC1)F)=O